C(=O)O.C(=O)(OC(C)(C)C)N1C(CCCC1)CC N-Boc-ethyl-piperidine formate